FC(C(=O)N1C(C2=C(CC1)NC=N2)C2=NN1C(C=CC=C1)=C2)(F)F 2,2,2-trifluoro-1-(4-pyrazolo[1,5-a]pyridin-2-yl-1,4,6,7-tetrahydroimidazo[4,5-c]pyridin-5-yl)ethanone